3-[tris(trimethylsiloxy)silyl]-propylvinyl carbamate C(N)(OC=CCCC[Si](O[Si](C)(C)C)(O[Si](C)(C)C)O[Si](C)(C)C)=O